C(C)OC(=O)C1=C(N=C(S1)NC1=NC(=C(C(=N1)NCC1=CC=C(C=C1)S(=O)(=O)N)C)N1CCN(CC1)C(=O)OC(C)(C)C)C 2-[[4-[[[4-(aminosulfonyl)phenyl]methyl]amino]-5-methyl-6-(4-tert-butoxycarbonyl-1-piperazinyl)-2-pyrimidinyl]amino]-4-methyl-5-thiazolecarboxylic acid ethyl ester